COC(C1CCN(CC1)C1=CC=C2CN(C(C2=C1)=O)C1CNCCC1)OC 3-(6-(4-(dimethoxymethyl)piperidin-1-yl)-1-oxoisoindolin-2-yl)piperidine